FC1=C(C(=CC=C1)F)C=1N=C(C2=C(N1)CNC2=O)NC=2C=CC(=NC2)CC(=O)NC2CCNCC2 2-(5-((2-(2,6-difluorophenyl)-5-oxo-6,7-dihydro-5H-pyrrolo[3,4-d]pyrimidin-4-yl)amino)pyridin-2-yl)-N-(piperidin-4-yl)acetamide